C1C=2N(CCN1CCOC1=CC=3N(C=C1)C(=CN3)C3=CC(=NC=N3)NCC3=CC=C(C=C3)C=3C=NN(C3)C)C=CC2 (6-{7-[2-(3,4-dihydro-1H-pyrrolo[1,2-a]pyrazin-2-yl)-ethoxy]-imidazo[1,2-a]pyridin-3-yl}-pyrimidin-4-yl)-[4-(1-methyl-1H-pyrazol-4-yl)-benzyl]-amine